C(C(=C)C)(=O)OC1=C(C=CC=C1)C=CC1=CC=CC=C1 stilbenyl methacrylate